C(#CC)C1=CC=C(CNC(OC(C)(C)C)=O)C=C1 tert-butyl (4-(prop-1-yn-1-yl)benzyl)carbamate